3-(4-((11-(4-(4-((R)-3-(4-amino-3-(4-phenoxyphenyl)-1H-pyrazolo[3,4-d]pyrimidin-1-yl)piperidin-1-yl)-4-oxobutyl)piperazin-1-yl)undecyl)thio)-1-oxoisoindoline-2-yl)piperidine-2,6-dione NC1=C2C(=NC=N1)N(N=C2C2=CC=C(C=C2)OC2=CC=CC=C2)[C@H]2CN(CCC2)C(CCCN2CCN(CC2)CCCCCCCCCCCSC2=C1CN(C(C1=CC=C2)=O)C2C(NC(CC2)=O)=O)=O